NC1CC(CC(C1)(C)CNCCCCCCN)(C)C N'-[(5-amino-1,3,3-trimethyl-cyclohexyl)methyl]hexan-1,6-diamin